COC1=C(C=CC=C1)N1CCN(CC1)C=O (4-(2-methoxyphenyl)-piperazin-1-yl)methanone